CS(=NC(=O)C=1C(=NC2=CC=CN=C2C1)COC1=CC=C(C=C1)C1=NN(C=C1C1=CC=NC=C1)C)(=O)C N-[Dimethyl(oxo)-λ6-sulfanylidene]-2-[[4-[1-methyl-4-(4-pyridyl)pyrazol-3-yl]phenoxy]methyl]-1,5-naphthyridine-3-carboxamide